1,3-difurfuryl-urea C(C1=CC=CO1)NC(=O)NCC1=CC=CO1